C(CCC)OC1=CC=C(C=C1)C=CC1=NC(=NC(=N1)C(Cl)(Cl)Cl)C(Cl)(Cl)Cl 2-[2-(p-butoxyphenyl)vinyl]-4,6-bis(trichloromethyl)-s-triazine